N-(4-(2-fluoro-5-chloro-phenoxy)phenyl)-3,4-dihydro-2H-[1,4]oxazino[2,3-f]quinazolin-10-amine FC1=C(OC2=CC=C(C=C2)NC2=NC=NC3=CC=C4C(=C23)OCCN4)C=C(C=C1)Cl